(Di-tert-butylphosphino)-N,N-dimethylaniline C(C)(C)(C)P(C(C)(C)C)C1=C(N(C)C)C=CC=C1